C(C)C(CCCCCCCCCC)OC(CCCCCN(CCN1CCN(CC1)C(=O)OC(C)(C)C)CCCCCCCC(=O)OC(CCCCCCCC)CCCCCCCC)=O tert-butyl 4-[2-[[6-(1-ethylundecoxy)-6-oxo-hexyl]-[8-(1-octylnonoxy)-8-oxo-octyl] amino]ethyl]piperazine-1-carboxylate